NC1=C(C=NN1)C(=O)N 5-amino-1H-pyrazole-4-carboxylic acid amide